ClC=1C(=C(C(=C(C(=O)O)C1)OC)C=1C=NC=CC1)C 5-chloro-2-methoxy-4-methyl-3-(pyridin-3-yl)benzoic acid